4,6-dichloro-7-fluoro-1H-indole-2-carboxylic acid ClC1=C2C=C(NC2=C(C(=C1)Cl)F)C(=O)O